C(OC1=CC=C(C=C1)N1C(NCC2=CC=CC=C12)=O)([2H])([2H])[2H] 1-(4-(methoxy-d3)phenyl)-3,4-dihydroquinazolin-2(1H)-one